(E)-3-(3-Hydroxy-4-methoxyphenyl)-1-[4-(2-morpholin-4-yl-2-oxoethoxy)phenyl]prop-2-en OC=1C=C(C=CC1OC)/C=C/CC1=CC=C(C=C1)OCC(=O)N1CCOCC1